dimethyl 1,1'-(6-((2-(2-((6-chlorohexyl)oxy)ethoxy)ethyl)carbamoyl)-2-diazo-3-oxo-2,3-dihydrospiro[indene-1,9'-xanthene]-3',6'-diyl)bis(azetidine-3-carboxylate) ClCCCCCCOCCOCCNC(=O)C1=CC=C2C(C(C3(C4=CC=C(C=C4OC=4C=C(C=CC34)N3CC(C3)C(=O)OC)N3CC(C3)C(=O)OC)C2=C1)=[N+]=[N-])=O